FC1=CC=C(C=C1)N1C(=CC2=C1C=C1C=NNC1=C2)C2(COC2)C 5-(4-fluorophenyl)-6-(3-methyloxetan-3-yl)-1H-pyrrolo[2,3-f]indazole